CC(CO)(C)N1N=NC2=C1C=CC(=C2)C2=NOC(=N2)C2=NC=CN=C2C 2-methyl-2-(5-(5-(3-methylpyrazin-2-yl)-1,2,4-oxadiazol-3-yl)-1H-benzo[d][1,2,3]triazol-1-yl)propan-1-ol